N-[1-(8-bromoindolizine-3-carbonyl)piperidin-4-yl]carbamic acid tert-butyl ester C(C)(C)(C)OC(NC1CCN(CC1)C(=O)C1=CC=C2C(=CC=CN12)Br)=O